CN1N=C2C=CC(=CC2=C1)C(=O)NC=1C(N(C2=NC(=CC=C2C1NC)C(F)(F)F)C1=CC=CC=C1)=O 2-methyl-N-(4-(methylamino)-2-oxo-1-phenyl-7-(trifluoromethyl)-1,2-dihydro-1,8-naphthyridin-3-yl)-2H-indazole-5-carboxamide